4-((2S,5R)-4-acryloyl-2,5-dimethylpiperazin-1-yl)-7-(cyclohex-1-en-1-yl)-1-(2-Isopropyl-4-methylpyridin-3-yl)-2-oxo-1,2-dihydropyrido[2,3-d]pyrimidine-6-carbonitrile C(C=C)(=O)N1C[C@@H](N(C[C@H]1C)C=1C2=C(N(C(N1)=O)C=1C(=NC=CC1C)C(C)C)N=C(C(=C2)C#N)C2=CCCCC2)C